1-(3-trifluoromethylphenyl)ethanone oxime FC(C=1C=C(C=CC1)C(C)=NO)(F)F